4-methoxy-2-(2H-[1,2,3]triazol-2-yl)-benzoic acid COC1=CC(=C(C(=O)O)C=C1)N1N=CC=N1